rel-(3aR,4S,7R,7aS)-Hexahydro-3a,7a-dimethyl-4,7-epoxyisobenzofuran-1,3-dione C[C@]12C(OC([C@@]2([C@H]2CC[C@@H]1O2)C)=O)=O |o1:1,5,6,9|